tri(n-pentyl) cyclohexane-1,2,4-tripropionate C1(C(CC(CC1)CCC(=O)OCCCCC)CCC(=O)OCCCCC)CCC(=O)OCCCCC